NCCOCCOCC(=O)NCCOC1=CC=C(C=C1)C1=C(C=C2C(=N1)N=C(N2)O[C@H]2[C@@H]1[C@H](OC2)[C@@H](CO1)O)Cl 2-(2-(2-aminoethoxy)ethoxy)-N-(2-(4-(6-chloro-2-(((3R,3aR,6R,6aR)-6-hydroxyhexahydrofuro[3,2-b]furan-3-yl)oxy)-1H-imidazo[4,5-b]pyridin-5-yl)phenoxy)ethyl)acetamide